cyclobutyl(2-((S)-4-(4-fluoropyrazolo[1,5-a]pyridin-2-yl)-1,4,6,7-tetrahydro-5H-imidazo[4,5-c]pyridin-5-yl)pyrimidin-5-yl)methanol C1(CCC1)C(O)C=1C=NC(=NC1)N1[C@@H](C2=C(CC1)NC=N2)C2=NN1C(C(=CC=C1)F)=C2